CC=1C=CC2=C([C@H](CO2)CO)C1 (3S)-5-methyl-2,3-dihydro-1-benzofuran-3-ylmethanol